3-(2-(dimethylamino)phenyl)-5-(4-(1-methyl-4-(trifluoromethyl)-1H-imidazol-2-yl)benzyl)pyrrole CN(C1=C(C=CC=C1)C1=CNC(=C1)CC1=CC=C(C=C1)C=1N(C=C(N1)C(F)(F)F)C)C